3-FORMYL-1H-INDOLE-4-CARBOXYLIC ACID METHYL ESTER COC(=O)C=1C=2C(=CNC2C=CC1)C=O